diaminopyrimidine NC1C=CN=C(N)N=1